(±)-(1R,2R,3S)-3-((5-(hydroxymethyl)-2-(methylsulfanyl)pyrimidin-4-yl)amino)-2-methylcyclopentan-1-ol OCC=1C(=NC(=NC1)SC)N[C@@H]1[C@H]([C@@H](CC1)O)C |r|